4-methoxy-3-(N-(2-(piperidin-1-yl)-5-(trifluoromethyl)phenyl)sulfamoyl)benzoic acid COC1=C(C=C(C(=O)O)C=C1)S(NC1=C(C=CC(=C1)C(F)(F)F)N1CCCCC1)(=O)=O